FC(C1=NN=C(O1)C=1C=CC(=NC1)CN1C(N(C(C1=O)(C)C)C1=C2C=CNC2=CC=C1)=O)F 3-((5-(5-(difluoromethyl)-1,3,4-oxadiazol-2-yl)pyridin-2-yl)methyl)-1-(1H-indol-4-yl)-5,5-dimethylimidazolidin-2,4-dione